FC1=CC2=C(NC(CCC2)=O)C=C1 7-Fluoro-1,3,4,5-tetrahydro-2H-benzo[b]azepine-2-one